3-(3-chlorophenoxy)-4-[(5RS)-5-(2,4-dimethylbenzyl)-5,6-dihydro-4H-1,2,4-oxadiazin-3-yl]Cinnoline ClC=1C=C(OC=2N=NC3=CC=CC=C3C2C2=NOC[C@H](N2)CC2=C(C=C(C=C2)C)C)C=CC1 |r|